2-(4-chloro-3-fluorophenoxy)-N-[(3s,6r)-6-{5-[3-(trifluoromethoxy)propyl]-1,3,4-oxadiazol-2-yl}piperidin-3-yl]acetamide ClC1=C(C=C(OCC(=O)N[C@@H]2CN[C@H](CC2)C=2OC(=NN2)CCCOC(F)(F)F)C=C1)F